4-((S)-2-(dimethylamino)-3-((R)-3-(6-methylpyridin-3-yl)-3-(1-(trifluoromethyl)cyclopropyl)propanamido)propyl)-2,3-difluorobenzamide CN([C@@H](CC1=C(C(=C(C(=O)N)C=C1)F)F)CNC(C[C@@H](C1(CC1)C(F)(F)F)C=1C=NC(=CC1)C)=O)C